CC(C(=O)O[C@@H]1C=C[C@@H](C1)N1N=C(C=2C1=NC=NC2N)C2=CC=C(C=C2)CNC(C2=C(C=CC=C2)OC)=O)(C)C [(1S,4R)-4-[4-Amino-3-[4-[[(2-methoxybenzoyl)amino]methyl]phenyl]pyrazolo[3,4-d]pyrimidin-1-yl]cyclopent-2-en-1-yl] 2,2-dimethylpropanoate